Cl.Cl.FC(C1=NNC(=C1)C(=O)N)(F)F 3-(trifluoromethyl)-1H-pyrazole-5-carboxamide dihydrochloride